rac-(2s,4r)-2-(2-fluorophenyl)-4-(((2-(trimethylsilyl)ethoxy)carbonyl)amino)piperidine-1-carboxylic acid benzyl ester C(C1=CC=CC=C1)OC(=O)N1[C@@H](C[C@@H](CC1)NC(=O)OCC[Si](C)(C)C)C1=C(C=CC=C1)F |r|